2-(4-(3-ethyl-5-((6-(methylsulfonyl)-2,6-diazaspiro[3.3]heptan-2-yl)methyl)pyridin-2-yl)phenyl)-1,1,1,3,3,3-hexafluoropropan-2-ol C(C)C=1C(=NC=C(C1)CN1CC2(C1)CN(C2)S(=O)(=O)C)C2=CC=C(C=C2)C(C(F)(F)F)(C(F)(F)F)O